NC1=CC=C(C=C1)CCN1[C@H](O[C@@H](C1=O)C)C=1C(=NN(C1)C1=CC=C(C=C1)Br)C1=CNC=C1 (2R,5R)-3-(4-aminophenylethyl)-2-(1-(4-bromophenyl)-3-(1H-pyrrol-3-yl)-1H-pyrazol-4-yl)-5-methyloxazolidin-4-one